O=C1N(CCC(N1)=O)C=1C=CC(=NC1)CN(C1CCN(CC1)C1=NC(=C(C(=O)N)C=C1)C1=CC=C(C=C1)OC1=CC=CC=C1)C 6-(4-(((5-(2,4-dioxotetrahydropyrimidin-1(2H)-yl)pyridin-2-yl)methyl)(methyl)amino)piperidin-1-yl)-2-(4-phenoxyphenyl)nicotinamide